(S)-N-(1-(2,4-difluorophenyl)ethyl)-2-(1-methyl-2,4-dioxo-1,4-dihydroquinazolin-3(2H)-yl)acetamide FC1=C(C=CC(=C1)F)[C@H](C)NC(CN1C(N(C2=CC=CC=C2C1=O)C)=O)=O